C(C)OC1=NC=CC=C1C=1C(=C(C(=O)NCCNC)C(=CC1)N1[C@@H](CN(CC1)C(=O)[C@@H]1CC[C@@H](CC1)C(F)(F)F)CC)F 3-(2-ethoxypyridin-3-yl)-6-[(2R)-2-ethyl-4-[cis-4-(trifluoromethyl)cyclohexanecarbonyl]piperazin-1-yl]-2-fluoro-N-[2-(methylamino)ethyl]benzamide